C1(CC1)C=1C=C(C=C(C1)CN1C[C@H](N[C@H](C1)C)C)NC1=NC=CC(=N1)C1=CNC2=CC(=CC=C12)C N-(3-cyclopropyl-5-(((3R,5S)-3,5-dimethylpiperazin-1-yl)methyl)phenyl)-4-(6-methyl-1H-indol-3-yl)pyrimidin-2-amine